O=C1NC(CCC1C1=C(C=C(C=C1)N1CCC2(CCN(CC2)C(=O)OC(C)(C)C)CC1)C)=O tert-butyl 9-[4-(2,6-dioxo-3-piperidyl)-3-methyl-phenyl]-3,9-diazaspiro[5.5]undecane-3-carboxylate